OC[C@@H]1N(CCNC1)C(C(C)C)=O (R)-1-(2-(hydroxymethyl)piperazin-1-yl)-2-methylpropan-1-one